C(C)(C)[Si](OC)(OC)OC i-propyl-trimethoxysilane